FC(OC1=CC=C(C=C1)N1C(C(=CC2=C1N=C(N=C2)NCC)C=2C=CC1=C(N(C=N1)C)C2)=O)F 8-(4-(difluoromethoxy)phenyl)-2-(ethylamino)-6-(1-methyl-1H-benzo[d]imidazol-6-yl)pyrido[2,3-d]pyrimidin-7(8H)-one